2-((S)-2-oxo-4-propyl-pyrrolidine-1-yl)butyramide O=C1N(C[C@H](C1)CCC)C(C(=O)N)CC